C(#N)C1=CC(=C2CN(C(NC2=C1)=O)C1CCC(CC1)C(=O)NC1=CC(=C(C=C1)C)OC)C (1s,4s)-4-(7-Cyano-5-methyl-2-oxo-1,2-dihydroquinazolin-3(4H)-yl)-N-(3-methoxy-4-methylphenyl)cyclohexanecarboxamide